1-(6-oxo-5-(trifluoromethyl)-1,6-dihydropyridin-3-yl)propan-2-yl 4-(5-(trifluoromethyl)pyrimidin-2-yl)piperazine-1-carboxylate FC(C=1C=NC(=NC1)N1CCN(CC1)C(=O)OC(CC1=CNC(C(=C1)C(F)(F)F)=O)C)(F)F